tert-butyl (S)-3-(3-((6-((R)-3-(2,3-difluorophenyl)isoxazolidin-2-yl)pyrimidin-4-yl)amino)phenyl)isooxazolidine-2-carboxylate FC1=C(C=CC=C1F)[C@@H]1N(OCC1)C1=CC(=NC=N1)NC=1C=C(C=CC1)[C@H]1N(OCC1)C(=O)OC(C)(C)C